undeca-3,8-diene CCC=CCCCC=CCC